cyclohexane-1,2-dicarboxylic acid bis(ethoxylmethyl) ester O(CC)COC(=O)C1C(CCCC1)C(=O)OCOCC